4-bromo-2-(trimethylstannyl)thieno[2,3-c]pyridine BrC1=C2C(=CN=C1)SC(=C2)[Sn](C)(C)C